ClC1=C(CCC1)CC(=O)O 2-(2-chlorocyclopent-1-ene-1-yl)acetic acid